FC(COC)(F)C=1C=C(C=CC1)[C@@H](C)N (R)-1-(3-(1,1-Difluoro-2-methoxyethyl)phenyl)ethan-1-amine